(S)-1-(4-(2-Chloro-6-fluorophenoxy)-8-fluoro-5-((1,1,1-trifluoropropan-2-yl)oxy)pyrido[3,4-d]pyridazin-7-yl)-4-ethyl-3-(hydroxymethyl)-1H-1,2,4-triazol-5(4H)-one ClC1=C(OC=2N=NC=C3C2C(=NC(=C3F)N3N=C(N(C3=O)CC)CO)O[C@H](C(F)(F)F)C)C(=CC=C1)F